C(C)S(=O)(=O)N ethanSulfonamide